5-fluoro-7-{8-fluoro-2-methylimidazo[1,2-a]pyridin-6-yl}-3-[(3S,4S)-4-hydroxypiperidin-3-yl]quinazolin-4-one FC1=C2C(N(C=NC2=CC(=C1)C=1C=C(C=2N(C1)C=C(N2)C)F)[C@H]2CNCC[C@@H]2O)=O